O1COC2=C1C=CC(=C2)CC(=O)O 1,3-Benzodioxole-5-acetic acid